N1=CN=C(C2=C1CNCC2)O 5,6,7,8-tetrahydropyrido[3,4-d]pyrimidin-4-ol